COC=1C=C(C=CC1OC)C1=NC(=NC=C1C(=O)NC1CCOCC1)C(F)(F)F 4-(3,4-dimethoxyphenyl)-N-(tetrahydro-2H-pyran-4-yl)-2-(trifluoromethyl)pyrimidine-5-carboxamide